NC1=C(C=C(C=N1)NC(C(N1C[C@H]2CC[C@@H]([C@@H]1C1=CC=CC=C1)C2)=O)=O)C N-(6-amino-5-methyl-3-pyridyl)-2-oxo-2-[(1S,4R,5R)-4-phenyl-3-azabicyclo[3.2.1]octan-3-yl]acetamide